Cl.Cl.N[C@@H]1C[C@H](N(C1)C)C(=O)OC methyl (2S,4R)-4-amino-1-methylpyrrolidine-2-carboxylate bishydrochloride